10-(1-((2-(1-cyclopropyl-1H-pyrazol-4-yl)-6-methylpyridin-3-yl)amino)ethyl)-8-methyl-4,5-dihydro-3H,6H-2,2a,5a-triazaaceanthrylen-6-one C1(CC1)N1N=CC(=C1)C1=NC(=CC=C1NC(C)C=1C=C(C=C2C(N3CCCN4N=CC(C12)=C43)=O)C)C